tert-butyl ((2S,3S)-4-(2-((S)-4-fluoro-2-((methoxycarbonyl)amino)-3,3-dimethylbutanoyl)hydrazinyl)-3-hydroxy-1-(4-iodophenyl)butan-2-yl)carbamate FCC([C@@H](C(=O)NNC[C@@H]([C@H](CC1=CC=C(C=C1)I)NC(OC(C)(C)C)=O)O)NC(=O)OC)(C)C